(3aS,5S,6R,6aS)-5-(hydroxymethyl)-2,2-dimethyl-3a,5,6,6a-tetrahydrofuro[2,3-d][1,3]dioxolan-6-ol OC[C@H]1[C@H]([C@H]2[C@H](OC(O2)(C)C)O1)O